C(N)(=O)C1CCC(CC1)N1C2=NC(=NC=C2N=C1NC1=C(C=C(C=C1F)Cl)F)N[C@H]1CN(CCC1)C(=O)NC1=CC=CC=C1 (R)-3-(9-((1s,4S)-4-carbamoylcyclohexyl)-8-(4-chloro-2,6-difluorophenylamino)-9H-purin-2-ylamino)-N-phenylpiperidine-1-carboxamide